((2S,4R)-2-methylpiperidin-4-yl)-4-(6-morpholino-1H-pyrrolo[2,3-b]pyridin-3-yl)-5-(trifluoromethyl)pyrimidin-2-amine, formate salt C(=O)O.C[C@@H]1NCC[C@H](C1)C1=C(C(=NC(=N1)N)C1=CNC2=NC(=CC=C21)N2CCOCC2)C(F)(F)F